iodo-L-alaninate IN[C@@H](C)C(=O)[O-]